C(#N)C1=C(C=C(C=C1)C(N(C)C)=O)[C@H]([C@H](C)C=1N(C(C(=C(N1)C(=O)NC=1C=NOC1)O)=O)C)C1=CC=CC=C1 2-((1r,2s)-1-(2-cyano-5-(dimethylcarbamoyl)phenyl)-1-phenylpropan-2-yl)-5-hydroxy-N-(isoxazol-4-yl)-1-methyl-6-oxo-1,6-dihydropyrimidine-4-carboxamide